Phosphorodithioic acid, S-(((4-chlorophenyl)thio)methyl) O,O-dimethyl ester P(OC)(OC)(=S)SCSC1=CC=C(C=C1)Cl